C1(CC1)NCCC1=CC=C(CSC2=C3CN(C(C3=CC=C2)=O)C2C(NC(CC2)=O)=O)C=C1 3-(4-((4-(2-(cyclopropylamino)ethyl)benzyl)thio)-1-oxoisoindolin-2-yl)piperidine-2,6-dione